6-chloro-3-isopropyl-N-(3-(trifluoromethoxy)benzyl)imidazo[1,2-b]pyridazin-8-amine ClC=1C=C(C=2N(N1)C(=CN2)C(C)C)NCC2=CC(=CC=C2)OC(F)(F)F